8-amino-N-cyclobutyl-9-methylthieno[3,2-e][1,2,4]triazolo[4,3-b]pyridazine-7-carboxamide NC1=C(SC=2C1=C(C=1N(N2)C=NN1)C)C(=O)NC1CCC1